[N+](=O)([O-])C1=CC2=CN(N=C2C=C1)CC1=NC=CC=C1 5-Nitro-2-(pyridin-2-ylmethyl)-2H-indazole